FC1=C(C(=CC(=C1)N1N=CN=C1)F)C=1N=C2N(C=CC(=C2)C)C1C[C@H]1CNCCO1 (S)-2-((2-(2,6-difluoro-4-(1H-1,2,4-triazol-1-yl)phenyl)-7-methylimidazo[1,2-a]pyridin-3-yl)methyl)morpholine